OCC(CS(=O)(=O)NC(=O)C1(CC1)C1=CC=C(C=C1)N1CCC(CC1)C1=C(C(=NO1)C)NC(O[C@H](C)C1=CC=CC=C1)=O)C (1R)-1-phenylethyl N-{5-[1-(4-{1-[(3-hydroxy-2-methylpropanesulfonyl)carbamoyl]cyclopropyl}phenyl)piperidin-4-yl]-3-methyl-1,2-oxazol-4-yl}carbamate